N-allyl-imidazole-4-formic acid C(C=C)N1C=NC(=C1)C(=O)O